3-chloronaphthalene-1,8-diyl-diboronic acid ClC=1C=C(C2=C(C=CC=C2C1)B(O)O)B(O)O